3-(6-chloro-3-((2-(trimethylsilyl)ethoxy)methoxy)-1H-pyrazolo[4,3-c]pyridin-1-yl)aniline ClC1=CC2=C(C=N1)C(=NN2C=2C=C(N)C=CC2)OCOCC[Si](C)(C)C